{3-[(1R)-1-amino-8-azaspiro[4.5]decan-8-yl]-6-(2,3-dichlorophenyl)-5-methylpyridin-2-yl}methanol N[C@@H]1CCCC12CCN(CC2)C=2C(=NC(=C(C2)C)C2=C(C(=CC=C2)Cl)Cl)CO